C(OC(C)(C)C)(OC1=CC=2C(=C3C(=NC2C=C1)C1=CC2=C(C(N1C3)=O)COC([C@]2(O)CC)=O)CC)=O tert-butyl (S)-(4,11-diethyl-4-hydroxy-3,14-dioxo-3,4,12,14-tetrahydro-1H-pyrano[3',4':6,7]indolizino[1,2-b]quinolin-9-yl) carbonate